1,1,1-trifluoro-2-iodo-ethane FC(CI)(F)F